CC1=NC2=CC(=C(C=C2NC1=O)CN1CCN(CC1)C=1C(=NC(=CC1)C)C(=O)NC)C (4-((2,7-dimethyl-3-oxo-3,4-dihydroquinoxalin-6-yl)methyl)piperazin-1-yl)-N,6-dimethylpyridinecarboxamide